tris[2-t-butyl-4-(3-t-butyl-4-hydroxy-6-methylphenylsulfanyl)-5-methylphenyl] phosphite P(OC1=C(C=C(C(=C1)C)SC1=CC(=C(C=C1C)O)C(C)(C)C)C(C)(C)C)(OC1=C(C=C(C(=C1)C)SC1=CC(=C(C=C1C)O)C(C)(C)C)C(C)(C)C)OC1=C(C=C(C(=C1)C)SC1=CC(=C(C=C1C)O)C(C)(C)C)C(C)(C)C